[Mn+2].[Zn+2].S(=O)(=O)([O-])[O-].S(=O)(=O)([O-])[O-] sulfate zinc-manganese